2-(4-(6-(2-fluoro-4-cyanobenzyloxy)pyridin-2-yl)-2-fluorobenzyl)-1-((oxetan-2-yl)methyl)-3-oxo-2,3-dihydro-1H-indazole-6-carboxylic acid FC1=C(COC2=CC=CC(=N2)C2=CC(=C(CN3N(C4=CC(=CC=C4C3=O)C(=O)O)CC3OCC3)C=C2)F)C=CC(=C1)C#N